C(C=C)(=O)N1C[C@@H](N(CC1)C=1C2=C(N(C(N1)=O)C1=C(C=CC=C1S(=O)(=O)C(C)C)CC)N=C(C(=C2)F)C2=C(C=CC=C2O)F)C ((S)-4-acryloyl-2-methylpiperazin-1-yl)-1-(2-ethyl-6-(isopropylsulfonyl)phenyl)-6-fluoro-7-(2-fluoro-6-hydroxyphenyl)pyrido[2,3-d]pyrimidin-2(1H)-one